C(C)(C)(C)C1CN(CC1)C(=O)NCC1=C(C=C(C=C1)C1=NC(=NC=C1)NC=1C=NN(C1)[C@@H]1CN(CC1)C)C(F)(F)F 3-(tert-butyl)-N-(4-(2-((1-((S)-1-methylpyrrolidin-3-yl)-1H-pyrazol-4-yl)amino)pyrimidin-4-yl)-2-(trifluoromethyl)benzyl)pyrrolidine-1-carboxamide